4-isopropoxy-N-(4-(1-(2-methoxyethyl)-1H-pyrazol-4-yl)quinolin-8-yl)benzamide C(C)(C)OC1=CC=C(C(=O)NC=2C=CC=C3C(=CC=NC23)C=2C=NN(C2)CCOC)C=C1